C(C1=CC=CC=C1)N(C(C#CC1=CC=C(C=C1)OC)=O)C1=NOC(=N1)C1=CC=CC=C1 N-benzyl-3-(4-methoxyphenyl)-N-(5-phenyl-1,2,4-oxadiazol-3-yl)propiolamide